ClC=1C=CC(=NC1)NC[C@@H]1[C@@H](OC(CN1C(=O)OC(C)(C)C)(F)F)C tert-Butyl (5R,6S)-5-(((5-chloropyridin-2-yl)amino)methyl)-2,2-difluoro-6-methylmorpholine-4-carboxylate